C(C)NC(=O)N1[C@H]([C@]2([C@H](C1)C)NC(COC2)=O)CC=2C(=C(C=CC2)C2=CC(=CC(=C2)F)F)F |o1:6,7| rel-(1S,5S)-(4S)-N-ethyl-4-methyl-7-oxo-1-({2,3',5'-trifluoro-[1,1'-biphenyl]-3-yl}methyl)-9-oxa-2,6-diazaspiro[4.5]decane-2-carboxamide